FC1CN(CC1)C=1C=C(C=NC1)C=1N=NN(C1)CC=1NC=CN1 2-((4-(5-(3-fluoropyrrolidin-1-yl)pyridin-3-yl)-1H-1,2,3-triazol-1-yl)methyl)imidazole